1-propionyl-2-trifluoromethyl-lysergic acid diethylamide C(C)N(C(=O)[C@H]1CN(C)[C@@H]2CC3=C(N(C4=CC=CC(C2=C1)=C34)C(CC)=O)C(F)(F)F)CC